ClC=1C=C(C=CC1OC)[C@H](C)NC(=O)C=1C(NC2=C(N=C(C=C2C1N1CCN[C@H](CC1)C)C)C1CC1)=O N-[(S)-1-(3-chloro-4-methoxyphenyl)ethyl]-4-[(S)-5-methyl-1,4-diazepan-1-yl]-8-cyclopropyl-6-methyl-2-oxo-1,2-dihydro-1,7-diaza-3-naphthamide